CC(C(CNC(=O)C1=NC(=C(C=C1N)C(F)(F)F)Br)=O)C 3-Amino-6-bromo-5-trifluoromethyl-pyridine-2-carboxylic acid (3-methyl-2-oxo-butyl)-amide